(R)-1-(3-(4-((3,4-dichloro-2-fluorophenyl)amino)-7-methoxypyrido[3,2-d]pyrimidin-6-yl)piperidin-1-yl)prop-2-en-1-one ClC=1C(=C(C=CC1Cl)NC=1C2=C(N=CN1)C=C(C(=N2)[C@H]2CN(CCC2)C(C=C)=O)OC)F